(-)-N-{3-[(1H-1,3-benzodiazol-2-yl)amino]-3-[3-(trifluoromethyl)phenyl]propyl}-N-methylacetamide N1C(=NC2=C1C=CC=C2)NC(CCN(C(C)=O)C)C2=CC(=CC=C2)C(F)(F)F